N-((S)-(4,4-difluorocyclohexyl)(5-((S)-2-methoxy-1-((S)-2-oxo-4-(trifluoromethyl)-imidazolidin-1-yl)ethyl)benzo[d]oxazol-2-yl)methyl)-2-(trifluoromethyl)cyclopropane-1-carboxamide FC1(CCC(CC1)[C@H](NC(=O)C1C(C1)C(F)(F)F)C=1OC2=C(N1)C=C(C=C2)[C@@H](COC)N2C(N[C@@H](C2)C(F)(F)F)=O)F